2-(3-methyl-2-thioxo-2,3-dihydro-1H-imidazol-4-yl)acetic acid CN1C(NC=C1CC(=O)O)=S